FC(CC1=NN=CN1C)(C)C=1C=C(C=CC1)N1C(C2=CC=CC(=C2C1)C(F)(F)F)=O 2-[3-[2-fluoro-1-(4-methyl-4H-1,2,4-triazol-3-yl)propan-2-yl]phenyl]-4-(trifluoromethyl)isoindolin-1-one